CC1(CC1)C1=CN=CC=2N=C(N=C(C21)N)C2=CN=CO2 (1-methylcyclopropyl)-2-(1,3-oxazol-5-yl)pyrido[3,4-d]pyrimidin-4-amine